NC1=NC=CC(=C1C#CC(C)O)OC1=C(C=C(C=C1F)NC(=O)C=1C=NN(C1C(F)(F)F)C1=NC=CC=C1F)F N-(4-((2-amino-3-(3-hydroxybut-1-yn-1-yl)pyridin-4-yl)oxy)-3,5-difluorophenyl)-1-(3-fluoropyridin-2-yl)-5-(trifluoromethyl)-1H-pyrazole-4-carboxamide